ClC1=CC=C(C[N@@+](CCOC(\C=C\C2=CC=C(C=C2)F)=O)(CCO)[O-])C=C1 (S,E)-N-(4-Chlorobenzyl)-2-((3-(4-fluorophenyl)acryloyl)oxy)-N-(2-hydroxyethyl)ethan-1-amine oxide